pyrazine-3(4H)-one, hydrochloride Cl.N1=CC(NC=C1)=O